COC1=C(C=C(C=C1)OCC1=CC(=CC=C1)C(F)(F)F)NC(=O)C1NC(CC1)=O N-(2-Methoxy-5-((3-(trifluoromethyl)benzyl)oxy)phenyl)-5-oxopyrrolidine-2-carboxamide